COC1=CC=C(C=C1)C[C@@H](N)C (s)-2-(4-Methoxyphenyl)-1-methylethanamine